FC=1C=C(CN2CCN(CC2)C(=O)N)C=CC1 4-(3-fluorobenzyl)piperazineamide